N(=[N+]=[N-])C1=CC=C(C=C1)[C@]12[C@](C=3C(=NC(=CC3O1)OC)OC)([C@@H]([C@@H]([C@H]2C2=CC=CC=C2)CN2CC(C2)F)O)O (5ar,6s,7s,8r,8as)-5a-(4-azidophenyl)-7-((3-fluoroazetidin-1-yl)methyl)-1,3-dimethoxy-6-phenyl-5a,6,7,8-tetrahydro-8aH-cyclopenta[4,5]furo[3,2-c]pyridine-8,8a-diol